ClC1=C(C(=C(CNC(C(C)C)=O)C=C1)F)C=1NC(C=C(N1)C1=NC=C(C=C1)OC(F)F)=O N-(4-chloro-3-{4-[5-(difluoromethoxy)pyridin-2-yl]-6-oxo-1,6-dihydropyrimidin-2-yl}-2-fluorobenzyl)isobutyramide